O=C1NC(CCC1C1=CC=C(CN2CCN(CC2)CCNC(=O)C2=CC3=C(O2)C(C2=CC=CC=C2C3=O)=O)C=C1)=O N-(2-(4-(4-(2,6-dioxopiperidin-3-yl)benzyl)piperazin-1-yl)ethyl)-4,9-dioxo-4,9-dihydronaphtho[2,3-b]furan-2-carboxamide